4-(1-(3-chloro-4-(trifluoromethyl)phenyl)cyclobutoxy)-2-methylene-4-oxobutanoic acid ClC=1C=C(C=CC1C(F)(F)F)C1(CCC1)OC(CC(C(=O)O)=C)=O